ClC=1C=C2C(=NC1OC)C(=C(N2C)C2=NC(=NN2)[C@H](C)O)N2C=NC=C2 (S)-1-(5-(6-chloro-3-(1H-imidazol-1-yl)-5-methoxy-1-methyl-1H-pyrrolo[3,2-b]pyridin-2-yl)-1H-1,2,4-triazol-3-yl)ethan-1-ol